ClC=1C=C(C=CC1F)C1=C(C=C2C(NC(N3C2=C1SC[C@H](C3)OCOC)=O)=O)C(F)(F)F (S)-11-(3-chloro-4-fluorophenyl)-3-(methoxymethoxy)-10-(trifluoromethyl)-3,4-dihydro-2H,6H-[1,4]thiazepino[2,3,4-ij]quinazoline-6,8(7H)-dione